ethyl (Z)-[4-[3-(4-chlorophenyl)-3-[4-[3-(morpholin-4-yl)propynyl]phenyl]allyloxy]-2-methylphenyl]propionate ClC1=CC=C(C=C1)\C(=C/COC1=CC(=C(C=C1)C(C(=O)OCC)C)C)\C1=CC=C(C=C1)C#CCN1CCOCC1